[Si](C)(C)(C(C)(C)C)OCC=1N=C(SC1)C1(CCOCC1)OC 4-(((tert-butyldimethylsilyl)oxy)methyl)-2-(4-methoxytetrahydro-2H-pyran-4-yl)thiazole